CN(C)CCOC(C(=C)C)=O.CC1C(C1)(C)C 1,2,2-trimethyl-cyclopropane N,N-dimethylaminoethyl-Methacrylate